C1(CC1)C1=C(CC=2OC=C3C=C(C=CC23)N2CCNCC2)C=CC(=C1)C(F)(F)F 3-(2-cyclopropyl-4-(trifluoromethyl)benzyl)-6-(piperazin-1-yl)isobenzofuran